1-butyl-3-methyl-imidazolium dioctyl-sulfosuccinate C(CCCCCCC)C(C(C(=O)[O-])S(=O)(=O)O)(C(=O)[O-])CCCCCCCC.C(CCC)N1C=[N+](C=C1)C.C(CCC)N1C=[N+](C=C1)C